5-(methoxymethyl)-1H-pyrazol-3-amine COCC1=CC(=NN1)N